FC(C1C(C)O1)(F)F 1,1,1-Trifluoro-2,3-epoxybutane